3-methyl-N-[2-oxo-2-(2,2,2-trifluoroethylamino)ethyl]-5-[(5R)-5-[3-chloro-2-fluoro-5-(trifluoromethyl)phenyl]-5-(trifluoromethyl)-4H-isoxazol-3-yl]thiophene-2-carboxamide CC1=C(SC(=C1)C1=NO[C@@](C1)(C(F)(F)F)C1=C(C(=CC(=C1)C(F)(F)F)Cl)F)C(=O)NCC(NCC(F)(F)F)=O